C(C)OC(C1=C(N=C(C(=C1N(C(=O)OC(C)(C)C)C(=O)OC(C)(C)C)F)Cl)Br)=O (bis(t-butoxycarbonyl)amino)-2-bromo-6-chloro-5-fluoronicotinic acid ethyl ester